FC1=CC(=C(C=C1)N1C(C(=CC=C1)C(=O)NC1=CC=C(C=C1)C(C(F)F)(C(F)F)O)=O)OCC(F)(F)F 1-[4-fluoro-2-(2,2,2-trifluoroethoxy)phenyl]-2-oxo-N-[4-(1,1,3,3-tetrafluoro-2-hydroxypropan-2-yl)phenyl]-1,2-dihydropyridine-3-carboxamide